ClC1=C2C=CN(C2=C(C=C1)Cl)C(C(C)[C@](C(=O)OCC1=NON=C1N)(C)NC(=O)C1=NC=CC(=C1OC(C)=O)OC)C (4-amino-1,2,5-oxadiazol-3-yl)methanol [2-(4,7-dichloroindol-1-yl)-1-methyl-propyl](2S)-2-[(3-acetoxy-4-methoxy-pyridine-2-carbonyl)amino]propanoate